3,4-difluorothiophenol FC=1C=C(C=CC1F)S